CN(CCCN=C=NCC)C 1-(3-(dimethylamino)propyl)-3-ethylcarbodiimide